1-(2-chloro-6-phenyl-pyrimidin-4-yl)-N3,N3-dimethyl-benzene-1,3-diamine ClC1=NC(=CC(=N1)C1(CC(=CC=C1)N(C)C)N)C1=CC=CC=C1